(S)-(2,5-dimethoxyphenyl)(pyridin-2-yl)methanol ethyl-N-[2-[5-[2-[4-(trifluoromethyl)anilino]-3-pyridyl]-1,3,4-oxadiazol-2-yl]ethyl]carbamate C(C)N(C(=O)O[C@H](C1=NC=CC=C1)C1=C(C=CC(=C1)OC)OC)CCC=1OC(=NN1)C=1C(=NC=CC1)NC1=CC=C(C=C1)C(F)(F)F